FC(OC1=CC=C(C(=O)Cl)C=C1)F 4-(difluoromethoxy)benzoyl chloride